6-bromo-1H-pyrazolo[4,3-b]pyridine-1-carboxylic acid tert-butyl ester C(C)(C)(C)OC(=O)N1N=CC2=NC=C(C=C21)Br